1-(trimethylbuten-1-yl)-1-propanol CC(CC=CC(CC)O)(C)C